(trifluoromethoxy)benzylidenethiosemicarbazide FC(ON(N=CC1=CC=CC=C1)C(=S)N)(F)F